2,3,5,6-tetrafluoro-4-[2-oxo-2-(4-oxo-3-chromenyl)acetyl]benzonitrile FC1=C(C#N)C(=C(C(=C1F)C(C(C1=COC2=CC=CC=C2C1=O)=O)=O)F)F